2-(4-(((6-((3-cyanobenzyl)(methyl)amino)-5-fluoropyrimidin-4-yl)amino)methyl)-3-hydroxypiperidin-1-yl)acetamide C(#N)C=1C=C(CN(C2=C(C(=NC=N2)NCC2C(CN(CC2)CC(=O)N)O)F)C)C=CC1